C[Si](C)(C)CN1NC2=C(N1)C(=CC=C2Br)Br 2-trimethylsilylmethyl-4,7-dibromo-1H-benzotriazole